COC1=NC=C(C(=N1)OC)C=1C=C(C=2N(N1)C=CN2)[C@@H]2[C@H](C2)C=2C=NC1=C(C=CC=C1C2)C(F)(F)F 3-[(1S,2S)-2-[6-(2,4-dimethoxypyrimidin-5-yl)imidazo[1,2-b]pyridazin-8-yl]cyclopropyl]-8-(trifluoromethyl)quinoline